OCCCC(=O)N(C)C 4-hydroxy-N,N-dimethyl-butanamide